FC1=C(C=CC(=N1)C(=O)NC)N1CCN(CC1)[C@@H](C)C1CC=2NC(C(=NC2CC1)C)=O (S)-6-Fluoro-N-methyl-5-(4-(1-(2-methyl-3-oxo-3,4,5,6,7,8-hexahydroquinoxalin-6-yl)ethyl)piperazin-1-yl)picolinamide